6-(5-fluoropyridin-2-yl)-8-methoxy-N-(1-(5-methyl-1,2,4-oxadiazol-3-yl)ethyl)quinazolin-4-amine mesylate S(C)(=O)(=O)O.FC=1C=CC(=NC1)C=1C=C2C(=NC=NC2=C(C1)OC)NC(C)C1=NOC(=N1)C